N-(6-(5-chloro-6-fluoro-7-(isopropylamino)-1H-indazol-4-yl)imidazo[1,2-a]pyrazin-2-yl)oxetan-3-carboxamide ClC=1C(=C2C=NNC2=C(C1F)NC(C)C)C=1N=CC=2N(C1)C=C(N2)NC(=O)C2COC2